6-(4-fluorophenoxy)-1-methyl-1H-indazol-5-amine FC1=CC=C(OC2=C(C=C3C=NN(C3=C2)C)N)C=C1